4-methyl-1-[1-methyl-2-(4-methylsulfonylpiperazin-1-yl)ethyl]-5-[[2-[6-(2,2,2-trifluoroethyl)quinazolin-4-yl]-2,7-diazaspiro[3.5]nonan-7-yl]methyl]indole-2-carbonitrile CC1=C2C=C(N(C2=CC=C1CN1CCC2(CN(C2)C2=NC=NC3=CC=C(C=C23)CC(F)(F)F)CC1)C(CN1CCN(CC1)S(=O)(=O)C)C)C#N